FC(C(=O)O)(F)F.CNC1CCC1 N-methylcyclobutan-1-amine, trifluoroacetic acid salt